BrC1=C2C(=C3C(=NC(=NC3=C1)Cl)Cl)NN=C2 4-bromo-7,9-dichloro-1H-pyrazolo[3,4-f]quinazoline